OC1CCC(CC1)NC1=NC=C(C(=N1)NCCC(C)C)C(=O)N 2-((1r,4r)-4-hydroxycyclohexylamino)-4-(isopentylamino)pyrimidine-5-carboxamide